[O-]C(=O)C(O)C(O)C(=O)O.[NH4+].[NH4+].[O-]C(=O)C(O)C(O)C(=O)O diammonium bitartrate